2'-Fluoro-2'-deoxycytidine F[C@H]1[C@@H](O[C@@H]([C@H]1O)CO)N1C(=O)N=C(N)C=C1